NC=1SC(=C(N1)C=1C(=C(C=CC1)C=1C(=C(C(=CC1)F)S(=O)(=O)N)F)F)C1=NC(=NC=C1)SC (3-(2-amino-5-(2-(methylthio)pyrimidin-4-yl)thiazol-4-yl)-2-fluorophenyl)-2,6-difluorobenzenesulfonamide